C1(=CC=CC=C1)S(=O)(=O)C=1OC=CN1 2-(phenylsulfonyl)oxazole